F[P-](F)(F)(F)(F)F.N[C@@H](CC1=CNC2=CC=CC=C12)C(=O)O tryptophan hexafluorophosphate